C12[C@@H](CC(CC1)CC2)C2=CN=C(S2)NC(=O)C2CC(C2)NC#N (1r,3r)-N-{5-[(2R)-bicyclo[2.2.2]octan-2-yl]-1,3-thiazol-2-yl}-3-(cyanoamino)cyclobutane-1-carboxamide